(R)-5-((1-(4-(Methyl(1-methylpyrrolidin-3-yl)amino)phenyl)-1H-imidazol-4-yl)amino)pyrazine-2-carbonitrile CN(C1=CC=C(C=C1)N1C=NC(=C1)NC=1N=CC(=NC1)C#N)[C@H]1CN(CC1)C